ClC1=C(C(=O)NC2=C3C=NN(C3=CC=C2)C2=C(C=CC=C2)OC)C=C(C=C1)CNC(=O)C1CC1 2-Chloro-5-{[(cyclopropylcarbonyl)amino]methyl}-N-[1-(2-methoxyphenyl)-1H-indazol-4-yl]benzamide